4-cyano-biphenyl C(#N)C1=CC=C(C=C1)C1=CC=CC=C1